1-((2-chlorothiazol-5-yl)methyl)-3-(1-(2-cyanoethyl)-1H-indol-3-yl)-4-oxo-4H-pyrido[1,2-a]pyrimidinium ClC=1SC(=CN1)C[N+]1=C2N(C(C(=C1)C1=CN(C3=CC=CC=C13)CCC#N)=O)C=CC=C2